C(CCCCCCCCC)C1=CC=C(C=C1)C1=NOC(=N1)CNC(CNC(OC(C)(C)C)=O)=O tert-butyl (2-(((3-(4-decylphenyl)-1,2,4-oxadiazol-5-yl)methyl)amino)-2-oxoethyl)carbamate